8-cyano-N-[6-(2,2-difluoroethoxy)-5-fluoro-2-methoxy-3-pyridinyl]imidazo[1,2-a]pyridine-3-sulfonamide C(#N)C=1C=2N(C=CC1)C(=CN2)S(=O)(=O)NC=2C(=NC(=C(C2)F)OCC(F)F)OC